Cl.ClC1=CC=CC2=C1C1=C3C(CCNC3C2)=CC(=C1)O 11-chloro-5,6,6a,7-tetrahydro-4H-dibenzo[de,g]quinolin-2-ol hydrochloride